1-((1S,4S)-4-(Ethylamino)cyclohexyl)-6-methyl-5-(8-methyl-[1,2,4]triazolo[1,5-a]pyridin-6-yl)-1,3-dihydro-2H-benzo[d]imidazol-2-on C(C)NC1CCC(CC1)N1C(NC2=C1C=C(C(=C2)C=2C=C(C=1N(C2)N=CN1)C)C)=O